3-(dimethylphenyl)-2-methylpropenal CC=1C(=C(C=CC1)C=C(C=O)C)C